ClC1=CC=C(C=C1)C#CC1=CN(C2=NC=C(C=C21)NC(C(=C)F)=O)C N-(3-((4-Chlorophenyl)ethynyl)-1-methyl-1H-pyrrolo[2,3-b]pyridin-5-yl)-2-fluoroacrylamide